N-(6-chloro-4-methoxypyridin-3-yl)-3-(3-isopropylpyridin-2-yl)azetidine-3-carboxamide ClC1=CC(=C(C=N1)NC(=O)C1(CNC1)C1=NC=CC=C1C(C)C)OC